FC(C(=O)O)(F)F.COC(CC1CNC1)=O 2-(azetidin-3-yl)acetic acid methyl ester 2,2,2-trifluoroacetate